The molecule is tetraanion of 3-oxotetradecanoyl-CoA arising from deprotonation of the phosphate and diphosphate functions; principal microspecies at pH 7.3. It is a conjugate base of a 3-oxotetradecanoyl-CoA. CCCCCCCCCCCC(=O)CC(=O)SCCNC(=O)CCNC(=O)[C@@H](C(C)(C)COP(=O)([O-])OP(=O)([O-])OC[C@@H]1[C@H]([C@H]([C@@H](O1)N2C=NC3=C(N=CN=C32)N)O)OP(=O)([O-])[O-])O